C[C@@H]1CN(CC=2N1N=C1C(=CC=CC21)N2CCNCC2)C2=C1C=CC=NC1=C(C=C2)C#N (R)-5-(4-methyl-7-(piperazin-1-yl)-3,4-dihydropyrazino[1,2-b]indazole-2(1H)-yl)quinoline-8-carbonitrile